3-[[2-(3-hydroxy-phenyl)imidazo[1,2-a]pyrazin-3-yl]amino]benzoic acid OC=1C=C(C=CC1)C=1N=C2N(C=CN=C2)C1NC=1C=C(C(=O)O)C=CC1